n-triacontyl alcohol C(CCCCCCCCCCCCCCCCCCCCCCCCCCCCC)O